COC(=O)C1=CC=NC2=CC=C(C=C12)C[C@H]1COCC1 |r| rac-(R)-6-((tetrahydrofuran-3-yl)methyl)quinoline-4-carboxylic acid methyl ester